[2-[3-(4-nitrophenoxy)phenoxy]phenyl]-3-methoxyacrylate [N+](=O)([O-])C1=CC=C(OC=2C=C(OC3=C(C=CC=C3)OC(C=COC)=O)C=CC2)C=C1